(1R,5S,6s)-3-oxabicyclo[3.1.0]hexane-6-carboxylic acid C1[C@@H]2[C@@H](C2C(=O)O)CO1